CC1=CN=C(S1)CNC(=O)[C@@H]1CN(CC[C@H]1NC(=O)C1=NOC(=C1)C1=C(C=C(C=C1)F)F)C1CCCCC1 |o1:10,15| (3R*,4R*)-1-Cyclohexyl-4-{[5-(2,4-difluoro-phenyl)-isoxazole-3-carbonyl]-amino}-piperidine-3-carboxylic acid (5-methyl-thiazol-2-ylmethyl)-amide